NC=1C2=C(N=C(N1)Cl)N(C=C2C2=CC=CC=C2)[C@@H]2C[C@@H]([C@@H]1[C@H]2OC(O1)(C)C)CN1C(C2=CC=CC=C2C1=O)=O 2-(((3aR,4R,6R,6as)-6-(4-amino-2-chloro-5-phenyl-7H-pyrrolo[2,3-d]pyrimidin-7-yl)-2,2-dimethyltetrahydro-4H-cyclopenta[d][1,3]dioxol-4-yl)methyl)isoindoline-1,3-dione